CN1SC=CC1=O 2-Methyl-2H-isothiazol-3-on